FC=1C=C2CCN(CC2=CC1)C1=CC(=C(S1)NC(CC(C)(C)C)=O)C N-(5-(6-fluoro-3,4-dihydroisoquinoline-2(1H)-yl)-3-methylthiophen-2-yl)-3,3-dimethylbutanamide